dimethyl-bis(butyl-peroxy)hexane CC(C(OOCCCC)(OOCCCC)C)CCCC